FC(C1=CC=C(C=C1)\C=C\C(C=CC1=CC=C(C=C1)C(F)(F)F)=O)(F)F trans-1,5-Bis[4-(trifluoromethyl)phenyl]-1,4-pentadien-3-one